OC1=C(C(=NC(=C1C1=CSC=C1)C)C)C(=O)N 4-hydroxy-2,6-dimethyl-5-(3-thienyl)pyridine-3-carboxamide